2-(3-(3-((4-Methyl-4H-1,2,4-triazol-3-yl)methyl)oxetan-3-yl)phenyl)-6-(5-methyl-2,5-diazabicyclo[2.2.2]octan-2-yl)-4-(trifluoromethyl)isoindolin-1-one CN1C(=NN=C1)CC1(COC1)C=1C=C(C=CC1)N1C(C2=CC(=CC(=C2C1)C(F)(F)F)N1C2CN(C(C1)CC2)C)=O